tert-butyl 4-[2-methyl-4-({(1R)-1-[2-methyl-3-(trifluoromethyl)phenyl]ethyl}amino)pyrido[3,4-d]pyrimidin-6-yl]-4-oxo-1,4lambda5-azaphosphinane-1-carboxylate CC=1N=C(C2=C(N1)C=NC(=C2)P2(CCN(CC2)C(=O)OC(C)(C)C)=O)N[C@H](C)C2=C(C(=CC=C2)C(F)(F)F)C